3-[4-[4-[[2-[[2,6-dimethoxy-4-(6-methyl-7-oxo-1H-pyrazolo[3,4-c]pyridin-4-yl)phenyl]methyl]-3,4-dihydro-1H-isoquinolin-5-yl]methyl]-1-piperidyl]anilino]piperidine-2,6-dione COC1=C(C(=CC(=C1)C=1C2=C(C(N(C1)C)=O)NN=C2)OC)CN2CC1=CC=CC(=C1CC2)CC2CCN(CC2)C2=CC=C(NC1C(NC(CC1)=O)=O)C=C2